5-methyl-5-((tributyl)methyl)benzo[4,5]imidazo[2,1-a]isoquinolin-6(5H)-one CC1(C(N2C(C=3C=CC=CC13)=NC1=C2C=CC=C1)=O)C(CCCC)(CCCC)CCCC